tert-butyl N-{2-[(4-amino-6-chloropyridazin-3-yl)sulfanyl]ethyl}carbamate NC1=C(N=NC(=C1)Cl)SCCNC(OC(C)(C)C)=O